1-carboxy-1,5-pentanediamine C(=O)(O)C(CCCCN)N